Cl.FC1(CCCC1)CN (1-fluorocyclopentyl)methylamine hydrochloride